CCCNCCN n-(N-PROPYL)ETHYLENEDIAMINE